(2R)-1,1,1-Trifluoro-2-((5S)-5-methyl-9-(4-(((tetrahydro-2H-pyran-2-yl)oxy)methyl)bicyclo[2.2.1]heptan-1-yl)-5,6-dihydroimidazo[1,5-a]pyrazolo[5,1-c]pyrazin-3-yl)propan-2-ol FC([C@](C)(O)C1=NC=C2N1[C@H](CN1C2=CC(=N1)C12CCC(CC1)(C2)COC2OCCCC2)C)(F)F